ClC1=NC=C(C=C1NS(=O)(=O)C)C=1C=C2C(=NC=NC2=CC1)NC1=CC(=CC=C1)Cl N-(2-chloro-5-(4-((3-chlorophenyl)amino)quinazolin-6-yl)pyridin-3-yl)methanesulfonamide